(2S,3S)-3-methyl-2-(pyrazine-2-carboxamido)pentanoic acid C[C@H]([C@@H](C(=O)O)NC(=O)C1=NC=CN=C1)CC